1,4,7,10-tetraazacyclododecane-1,4,7-triacetate N1(CCN(CCN(CCNCC1)CC(=O)[O-])CC(=O)[O-])CC(=O)[O-]